5-(5-cyclopropylpyridin-2-yl)-2-methylaniline C1(CC1)C=1C=CC(=NC1)C=1C=CC(=C(N)C1)C